BrC1=C(C(=C(C=C1)[N+](=O)[O-])F)Cl bromo-2-chloro-3-fluoro-4-nitrobenzene